C(C)(=O)N=C=O acetic acid, isocyanate